(E)-3-(3,4-difluorobenzylidene)-7-fluoro-2,3-dihydropyrrolo[2,1-b]quinazolin-9(1H)-one FC=1C=C(\C=C\2/CCN3C2=NC=2C=CC(=CC2C3=O)F)C=CC1F